C(C)N1CC=CC(=C1)OC1CN(C1)CC=1C=NC=2C=C(C(NC2C1)=O)CC N-ethyl-5-((1-((7-ethyl-6-oxo-5,6-dihydro-1,5-naphthyridin-3-yl)methyl)azetidin-3-yl)oxy)pyridine